OCCNC1=C(C=C(C(=C1)OC)NC1=NC=CC(=N1)C1=CN(C2=CC=CC=C12)C)NC(\C=C\CN1CCCC1)=O (E)-N-(2-((2-hydroxyethyl)amino)-4-methoxy-5-((4-(1-methyl-1H-indol-3-yl)pyrimidin-2-yl)amino)phenyl)-4-(pyrrolidin-1-yl)but-2-enamide